FC1=C(C=CC=C1F)\C=N\S(=O)C(C)(C)C N-[(1E)-(2,3-difluorophenyl)methylidene]-2-methylpropane-2-sulfinamide